4-Ethyl-6-((5-chloro-4-(4-fluoro-2-methoxyphenyl)pyridin-2-yl)amino)-8-(morpholinomethyl)-2H-benzo[b][1,4]oxazin-3(4H)-one C(C)N1C2=C(OCC1=O)C(=CC(=C2)NC2=NC=C(C(=C2)C2=C(C=C(C=C2)F)OC)Cl)CN2CCOCC2